[12,12,12-2H3]dodecenoic acid C(C=CCCCCCCCCC([2H])([2H])[2H])(=O)O